N[C@H](CCCN1C(C2=CC(=C(C=C2C=C1)Br)F)=O)CCOC(F)F 2-[(4R)-4-amino-6-(difluoromethoxy)hexyl]-6-bromo-7-fluoro-isoquinolin-1-one